FC(C(=O)N)[C@@H](O)C1=CC=C(C=C1)F (2e,3s)-2-fluoro-3-(4-fluorophenyl)-3-hydroxypropanamide